C(CCC)[O-].C(CCC)[O-].[Ti+2] titanium dibutanolate